C(C)OC(=O)C=1OC2=C(C1C)C=C(C=C2)S(NC2=CC(=CC=C2)N2CCN(CC2)C)(=O)=O 3-methyl-5-(N-(3-(4-methylpiperazin-1-yl)phenyl)sulfamoyl)benzofuran-2-carboxylic acid ethyl ester